α-(3-iodo-benzyl)-proline IC=1C=C(C[C@@]2(NCCC2)C(=O)O)C=CC1